5-chloro-N-((1r,4r)-4-((3-(2-chloropyridin-4-yl)-2-oxo-2,3-dihydro-1H-benzo[d]imidazol-1-yl)methyl)cyclohexyl)-2-methylnicotinamide ClC=1C=NC(=C(C(=O)NC2CCC(CC2)CN2C(N(C3=C2C=CC=C3)C3=CC(=NC=C3)Cl)=O)C1)C